C(C)(=O)OC(C1CC(C1)(F)F)C1=C(C=2C(=NC(=CC2)Cl)S1)Br (3-bromo-6-chlorothieno[2,3-b]pyridin-2-yl)(3,3-difluorocyclobutyl)methyl acetate